N(=C=O)C(N=C=O)C(CCCCCCC)CC diisocyanatomethylethyloctane